6-Bromo-1-cyclobutyl-5-fluoro-1H-indole BrC1=C(C=C2C=CN(C2=C1)C1CCC1)F